N-(2-methyl-3-chlorophenyl)-4-hydroxybenzamide CC1=C(C=CC=C1Cl)NC(C1=CC=C(C=C1)O)=O